1,2-dihydro-3-methylnaphthalene CC=1CCC2=CC=CC=C2C1